BrC[C@@H]1[C@H]([C@H]([C@@H](O1)N1C=NC=2C(N)=NC=NC12)O)O 5'-deoxy-5'-bromoadenosine